The molecule is a member of the class of benzamides resulting from the formal condensation of the carboxy group of the pyridin-3-ylmethyl carbamate derivative of p-(aminomethyl)benzoic acid with one of the amino groups of benzene-1,2-diamine. It is an inhibitor of histone deacetylase isoform 1 (HDAC1) and isoform 3 (HDAC3). It has a role as an EC 3.5.1.98 (histone deacetylase) inhibitor, an antineoplastic agent and an apoptosis inducer. It is a member of pyridines, a carbamate ester, a substituted aniline, a primary amino compound and a member of benzamides. It derives from a 1,2-phenylenediamine. C1=CC=C(C(=C1)N)NC(=O)C2=CC=C(C=C2)CNC(=O)OCC3=CN=CC=C3